ClC=1C(=NC=NC1C(F)F)NCC=1N=C(OC1)C1=CC=C(C=C1)C 5-chloro-6-difluoromethyl-N-((2-(4-methylphenyl)oxazol-4-yl)methyl)pyrimidin-4-amine